(R)-1-chloro-3-(2-chloro-4-(2-(3-chloro-4-((R)-2-hydroxy-3-(1H-imidazol-1-yl)propoxy)phenyl)propan-2-yl)phenoxy)propan-2-ol ClC[C@@H](COC1=C(C=C(C=C1)C(C)(C)C1=CC(=C(C=C1)OC[C@@H](CN1C=NC=C1)O)Cl)Cl)O